COC1=C(C=NC(=C1)C(F)(F)F)[C@@H]1[C@@H](O[C@@]([C@@H]1C)(C(F)(F)F)C)C(=O)NC1=CC(=NC=C1)C(=O)N (2R,3R,4R,5S)-4-[[3-[4-Methoxy-6-(trifluoromethyl)-3-pyridyl]-4,5-dimethyl-5-(trifluoromethyl)tetrahydrofuran-2-carbonyl]amino]pyridin-2-carboxamid